C(C(=C)C)(=O)OCCC(CCNC(C(CCN(CC1=CC=CC=C1)CC1=CC=CC=C1)=O)=O)=O 2-benzyl-6-oxo-1-phenyl-5,10-dioxo-2,7-diazadodecane-12-yl Methacrylate